The molecule is an oligosaccharide sulfate that is N-acetyllactosamine in which the hydroxy group at position 6 of the N-acetylglucosamine ring has been converted into its hydrogen sulfate derivative. It is a member of acetamides, an amino disaccharide and an oligosaccharide sulfate. It derives from a N-acetyllactosamine. CC(=O)N[C@@H]1[C@H]([C@@H]([C@H](O[C@H]1O)COS(=O)(=O)O)O[C@H]2[C@@H]([C@H]([C@H]([C@H](O2)CO)O)O)O)O